4-(2,3-difluoro-6-methoxyphenyl)-N-(5-ethoxy-1,3,4-thiadiazol-2-yl)-6-methylnicotinamide FC1=C(C(=CC=C1F)OC)C1=CC(=NC=C1C(=O)NC=1SC(=NN1)OCC)C